Sodium Acrylate Acryloyldimethyl-Taurate C(C=C)(=O)C(N(C)C)CS(=O)(=O)[O-].C(C=C)(=O)O.[Na+]